COCCNC1CCN(CC1)C(=O)OC(C)(C)C tert-Butyl 4-[(2-methoxyethyl)amino]piperidine-1-carboxylate